F[P-](F)(F)(F)(F)F.ClC(N(C)C)=[N+](C)C (chloro(dimethylamino)methylene)-dimethylammonium hexafluorophosphate